gold sodium thiomaleate C(\C=C/C(=O)[O-])(=S)[O-].[Na+].[Au+3].C(\C=C/C(=O)[O-])(=S)[O-]